FC1=CC(=C(C=C1C=1CN(CC1)C1=NC=C(C=N1)F)NC(=O)C1=CNC(C=C1C(F)(F)F)=O)N1C[C@H](N([C@H](C1)C)C)C |r| N-[4-fluoro-5-[1-(5-fluoropyrimidin-2-yl)-2,5-dihydropyrrol-3-yl]-2-[rac-(3R,5S)-3,4,5-trimethylpiperazin-1-yl]phenyl]-6-oxo-4-(trifluoromethyl)-1H-pyridine-3-carboxamide